ONC(CCCCCCCC1C(CCCCCCCC)O1)=O N-hydroxy-9,10-epoxyoctadecanoamide